ClC=1SC(=C(N1)Cl)[C@@H]([C@H](C(=O)OCC)O)O (2R,3R)-ethyl 3-(2,4-dichlorothiazol-5-yl)-2,3-dihydroxypropanoate